C(CCCCCCCCCCC)SC(=S)SSC(=S)SCCCCCCCCCCCC dodecylsulfanylthiocarbonyl disulfide